2-[4-[3-[5-(Hydroxymethyl)-3-pyridyl]isoxazolidine-2-carbonyl]-1-piperidyl]pyrimidine-4-carboxamide OCC=1C=C(C=NC1)C1N(OCC1)C(=O)C1CCN(CC1)C1=NC=CC(=N1)C(=O)N